hexadecanoylglutamic acid C(CCCCCCCCCCCCCCC)(=O)N[C@@H](CCC(=O)O)C(=O)O